1,2,3-triazole hydrochloride Cl.N1N=NC=C1